C[C@H]1NCC[C@@H]1OC(C1=C(C=CC=C1)C1=CC=C(C=C1)[N+](=O)[O-])=O 4-Nitrophenyl-benzoic acid (2R,3S)-2-methylpyrrolidin-3-yl ester